N-{4-[3-amino-5-cyclopropyl-4-hydroxypiperidin-1-yl]-7-hydroxy-6,7-dihydro-5H-cyclopenta[b]pyridin-3-yl}-6-(2,6-difluorophenyl)-5-fluoropyridine-2-carboxamide NC1CN(CC(C1O)C1CC1)C1=C2C(=NC=C1NC(=O)C1=NC(=C(C=C1)F)C1=C(C=CC=C1F)F)C(CC2)O